C(CS)(=O)[O-] thioglycolat